C(C)(C)(C)OC(=O)N1CC(C1)N1C[C@H]([C@@H](CC1)NC=1C2=C(N=CN1)NC=C2C(C2=C(C=C(C=C2)OC2=CC=CC=C2)Cl)=O)F Trans-3-(4-((5-(2-chloro-4-phenoxybenzoyl)-7H-pyrrolo[2,3-d]pyrimidin-4-yl)amino)-3-fluoropiperidin-1-yl)azetidin-1-carboxylic acid tert-butyl ester